2-(4-chlorophenoxy)acetic acid ClC1=CC=C(OCC(=O)O)C=C1